Thiophene-1-boronic acid S1(C=CC=C1)B(O)O